6-iodo-1,1-dinonyloxy-hexane ICCCCCC(OCCCCCCCCC)OCCCCCCCCC